COC(CNC(=O)C1=NC(=CN=C1O)C1=CC(=CC=C1)F)=O (6-(3-fluorophenyl)-3-hydroxypyrazine-2-carbonyl)glycine methyl ester